C(C1=CC=CC=C1)SC1=CC=CC=2CCOC21 7-(benzylthio)-2,3-dihydro-1-benzofuran